6-chloro-3-[4-(1-phenyl-3-aza-bicyclo[3.1.0]hex-3-yl)-pyrimidin-2-yl]-imidazo[1,2-a]pyridine ClC=1C=CC=2N(C1)C(=CN2)C2=NC=CC(=N2)N2CC1(CC1C2)C2=CC=CC=C2